N-(3-(propylsulfanyl)-[1,2,4]triazolo[4,3-a]pyridin-6-yl)furan-2-carbonyl-amide C(CC)SC1=NN=C2N1C=C(C=C2)[N-]C(=O)C=2OC=CC2